BrC=1CCCC2=C(C1C1=CC=C(C=C1)C=C1CN(C1)CCC(F)(F)F)C=CC(=C2)C(=O)OC methyl 8-bromo-9-(4-((1-(3,3,3-trifluoropropyl)azetidin-3-ylidene)methyl)phenyl)-6,7-dihydro-5H-benzo[7]annulene-3-carboxylate